methyl 2-(7-(((tert-butyloxycarbonyl)amino)methyl)-4,7-dihydrothieno[2,3-c]pyridin-6(5H)-yl)propanoate C(C)(C)(C)OC(=O)NCC1N(CCC2=C1SC=C2)C(C(=O)OC)C